COC(C1=CC=C(C=C1)/C(=C/C=C/C1(SCCCS1)C1=CC=C(C=C1)C(=O)OC)/Br)=O methyl-4-((1Z,3E)-1-bromo-4-(2-(4-(methoxycarbonyl)phenyl)-1,3-dithian-2-yl)buta-1,3-dien-1-yl)benzoate